4-imidazo[1,2-a]pyrimidin-3-yl-7-[(5-piperazin-1-yl-2-pyridyl)amino]isoindolin-1-one N=1C=C(N2C1N=CC=C2)C2=C1CNC(C1=C(C=C2)NC2=NC=C(C=C2)N2CCNCC2)=O